(1-(Isoquinolin-3-ylamino)ethyl)pyrrolidine-1-carbonitrile C1=NC(=CC2=CC=CC=C12)NC(C)C1N(CCC1)C#N